tert-butyl (R)-2-(2-chloro-7-oxo-5,7-dihydro-6H-pyrrolo[3,4-b]pyridin-6-yl)propanoate ClC1=CC=C2C(=N1)C(N(C2)[C@@H](C(=O)OC(C)(C)C)C)=O